6-(pyridin-3-yl)-4,6-diazaspiro[2.4]heptane-5,7-dione N1=CC(=CC=C1)N1C(NC2(CC2)C1=O)=O